C(C)(C)(C)OC(C[C@@H](C(=O)N[C@@H](CCC(=O)OC(C)(C)C)C(NC1=CC=C(C=C1)OC(F)(F)F)=O)NC([C@H](CC1=CC2=CC=CC=C2C=C1)NC(=O)C=1NC2=CC=C(C=C2C1)Cl)=O)=O tert-Butyl (S)-4-((S)-4-(tert-butoxy)-2-((S)-2-(5-chloro-1H-indole-2-carboxamido)-3-(naphthalen-2-yl)propanamido)-4-oxobutanamido)-5-oxo-5-((4-(trifluoromethoxy)phenyl)amino)pentanoate